tert-butyl (S)-4-formyl-2,2-dimethyloxazolidine-3-carboxylate C(=O)[C@H]1N(C(OC1)(C)C)C(=O)OC(C)(C)C